fluoropropyl methanesulfonate CS(=O)(=O)OCCCF